C(C(C)C)OC1=CC=C(C=C1)C1CN(C1)C(=O)N1C[C@@H]2[C@@H](OCC(N2)=O)CC1 (4aR,8aS)-6-(3-(4-isobutoxyphenyl)azetidine-1-carbonyl)hexahydro-2H-pyrido[4,3-b][1,4]oxazin-3(4H)-one